1-benzyl-allene rac-ethyl-2-(7-bromo-4-ethyl-1-oxo-1,2,3,4-tetrahydronaphthalen-2-yl)-2-oxoacetate C(C)OC(C(=O)C1C(C2=CC(=CC=C2C(C1)CC)Br)=O)=O.C(C1=CC=CC=C1)C=C=C